ClC1=CC=C(N=N1)SCC(=O)N(CC)CC 2-[(6-chloro-3-pyridazinyl)thio]-N,N-diethylacetamide